BrC=1C=NN(C1)CCCCC=1NC2=C(C=CC=C2C1F)O (4-(4-bromo-1H-pyrazol-1-yl)butyl)-3-fluoro-indol-7-ol